FC1=CC(=CC2=C(N(N=C12)C)C(C)C)C1=CC(=NC=C1C)NC(=O)[C@@H]1C[C@@H](CCC1)NC(OC(C)(C)C)=O tert-butyl ((R,3S)-3-((4-(7-fluoro-3-isopropyl-2-methyl-2H-indazol-5-yl)-5-methylpyridin-2-yl)carbamoyl)cyclohexyl)carbamate